N1=CC=C(C=C1)C=1C=C(C=CC1)C=1N=C(SC1)N [3-(4-pyridinyl)phenyl]thiazol-2-amine